C1C(CC2=CC=CC=C12)N1C(C2=CC(=CC(=C2C1)C(C)NC1=C(C(=O)OC(C)(C)C)C=CC=C1)C)=O tert-butyl 2-((1-(2-(2,3-dihydro 1H-inden-2-yl)-6-methyl-1-oxoisoindolin-4-yl)ethyl)amino)benzoate